NCCNC 1,4-diazapentan